C(C=C)OCC(C)OC(COC=1C=CC(=C2C=CC=NC12)Cl)=O (5-chloro-8-quinolinoxy)acetic acid-1-allyloxy-prop-2-ylester